2-(2-(nicotinoylamino)-1-phenyl-1H-imidazol-4-yl)acetic acid methyl ester COC(CC=1N=C(N(C1)C1=CC=CC=C1)NC(C1=CN=CC=C1)=O)=O